(S)-6-((3-amino-5-(4-amino-2-oxa-8-azaspiro[4.5]decan-8-yl)pyrazin-2-yl)thio)-7-chloroindolin-2-one NC=1C(=NC=C(N1)N1CCC2([C@@H](COC2)N)CC1)SC1=CC=C2CC(NC2=C1Cl)=O